2-chloro-6-cyclopropyl-4-[4-fluoro-2-(1H-imidazol-2-yl)phenyl]pyridine ClC1=NC(=CC(=C1)C1=C(C=C(C=C1)F)C=1NC=CN1)C1CC1